1-(2,3-difluoro-6-hydroxyphenyl)ethan-1-one FC1=C(C(=CC=C1F)O)C(C)=O